ClC1=CC=C(C=C1)C=1N=C2N(C=CC=C2)C1CN1C2CN(C(C1)CC2)C(=O)C2=CC(=CC=C2)C(F)(F)F (5-{[2-(4-chlorophenyl)imidazo[1,2-a]pyridin-3-yl]methyl}-2,5-diazabicyclo[2.2.2]oct-2-yl)-[3-(trifluoromethyl)phenyl]methanone